C1(=CC=CC=C1)C1=CC=CC=C1 R-1,1'-biphenyl